CN(C1=CC=C(C=C1)C1(OC(=O)C2=CC(=CC=C12)N(C)C)C1=CC=C(C=C1)N(C)C)C 3,3-bis(4-dimethylaminophenyl)-6-dimethylaminophthalide